ClC1=C(C=C2C=C(C(NC2=C1)=O)C1=CC=C(C=C1)CC(=O)O)C1=CC=C(C=C1)C1=C(C=CC=C1)O 2-(4-(7-chloro-6-(2'-hydroxy-[1,1'-biphenyl]-4-yl)-2-oxo-1,2-dihydroquinolin-3-yl)phenyl)acetic acid